C(C)OC(C(C(=O)OCC)(O)CC(=O)C=1C=NC(=CC1)C(F)F)=O {2-[6-(difluoromethyl)pyridin-3-yl]-2-oxoethyl}(hydroxy)malonic acid diethyl ester